C1(=CC(=CC=C1)C1=NC(=NC(=C1)C1=CC=CC=C1)Br)C1=CC=CC=C1 4-([1,1'-biphenyl]-3-yl)-2-bromo-6-phenylpyrimidine